8-((2S,SR)-2,5-dimethyl-4-(1-(2-(trifluoromethyl)thiazol-4-yl)ethyl)piperazin-1-yl)-5-methyl-6-oxo-5,6-dihydro-1,5-naphthyridine-2-carbonitrile C[C@@H]1N(C[C@@H](N(C1)C(C)C=1N=C(SC1)C(F)(F)F)C)C1=CC(N(C=2C=CC(=NC12)C#N)C)=O |&1:4|